C1(=CC=CC=C1)C#C[Si](CC)(CC)CC 1-Phenyl-2-triethylsilyl-acetylen